4-benzyl-5,5-dimethyl-3-(3-(2-trifluoromethylphenyl)acryloyl)oxazolidin-2-one C(C1=CC=CC=C1)C1N(C(OC1(C)C)=O)C(C=CC1=C(C=CC=C1)C(F)(F)F)=O